S(=O)(=O)(C1=CC=C(C)C=C1)OC(C)COC(C)COC(C)COC(C)COC(C)COS(=O)(=O)C1=CC=C(C)C=C1 pentapropylene glycol ditosylate